C1=CC(=C(C(=C1)O)C(=O)O)CC(=O)C2=CC(=C(C=C2)O)O The molecule is a monohydroxybenzoic acid that is benzoic acid substituted by a hydroxy group at position 2 and a 2-(3,4-dihydroxyphenyl)-2-oxoethyl group at position 6. It has been isolated from the roots of Scorzonera judaica. It has a role as a metabolite and a plant metabolite. It is an aromatic ketone, a monohydroxybenzoic acid and a member of catechols.